CSC(C(=O)N1C(=CC=CC=C1)C=1NC(=CN1)C1=CC=C(C=C1)C)C 2-(Methylsulfanyl)-1-(2-(5-(p-tolyl)-1H-imidazol-2-yl)azepin-1-yl)propan-1-one